6-(1,3-benzoxazol-2-yl)-2-[1-(3-bromophenyl)-1,2,3,4-tetrahydroisoquinolin-2-yl]-5-methoxy-3-methyl-3,4-dihydropyrimidin-4-one O1C(=NC2=C1C=CC=C2)C2=C(C(N(C(=N2)N2C(C1=CC=CC=C1CC2)C2=CC(=CC=C2)Br)C)=O)OC